The molecule is an acetate salt in which the cationic component is zinc(2+). It has a role as an astringent. It is a zinc molecular entity and an acetate salt. CC(=O)[O-].CC(=O)[O-].[Zn+2]